CC1=C(SC=C1)C1=CC=C(S1)C1=C(C=C(S1)C=1SC(=CC1)CC)C 2-(3''',4'-dimethyl-[2,2':5',2'':5'',2'''-quaterthiophen]-5-yl)ethan